4-((4-(1-(2-hydroxy-2-methylpropyl)-1H-pyrazol-4-yl)-5-methylpyrimidin-2-yl)amino)benzenesulfonamide OC(CN1N=CC(=C1)C1=NC(=NC=C1C)NC1=CC=C(C=C1)S(=O)(=O)N)(C)C